COC(=O)[C@@H]1CC[C@@H](CC1)N1C(NC2=C1C=CC=C2Cl)=O (cis)-4-(4-chloro-2-oxo-2,3-dihydro-1H-1,3-benzodiazol-1-yl)cyclohexane-1-carboxylic acid methyl ester